isopropyl (S)-alpha-3-oxobutanoyloxyphenylpropionate O=C(CC(=O)O[C@@](C(=O)OC(C)C)(C)C1=CC=CC=C1)C